ClC1=NC(=NC(=C1)N1CCOCC1)NC1=NC=NC2=CC(=C(C=C12)N)OC N-(4-chloro-6-morpholinylpyrimidin-2-yl)-7-methoxyquinazoline-4,6-diamine